(Z)-(4-azido-1-thiocyanatobut-2-en-2-yl)benzene methyl-4-morpholinylbenzoate COC(C1=CC=C(C=C1)N1CCOCC1)=O.N(=[N+]=[N-])C\C=C(/CSC#N)\C1=CC=CC=C1